3,3-bis(methylthio)-1-phenylprop-2-en-1-one CSC(=CC(=O)C1=CC=CC=C1)SC